ClC=1C=C2CC(N(C2=CC1)C)=NS(=O)(=O)C1=CC=C(C=C1)C N-(5-chloro-1-methylindol-2-ylidene)4-methylbenzenesulfonamide